NC1(CCN(CC1)C=1C(=C2C=CN(C2=CC1)C1=C(C=CC=C1OC)Cl)CO)C (5-(4-amino-4-methylpiperidin-1-yl)-1-(2-chloro-6-methoxyphenyl)-1H-indol-4-yl)methanol